C(CC(=O)C)(=O)[O-].C(CC(=O)C)(=O)[O-].C(CCC)[Sn+2]CCCC.[Sn+4] tin di-n-butyl-tin bisacetoacetate